tert-butyl((3-(6-(4,4-difluoroazepan-1-yl)-4-methyl-[2,3-bipyridine]-5-carboxamido)phenyl)(methyl)(oxo)-λ6-sulfaneylidene)carbamate C(C)(C)(C)OC(N=S(=O)(C)C1=CC(=CC=C1)NC(=O)C=1C(=CC(=NC1N1CCC(CCC1)(F)F)C=1C=NC=CC1)C)=O